CC1=CC=C(C=C1)S(=O)(=O)[O-].C(=O)C1=CC([NH+](C2=CC=CC=C12)C)=O 4-formyl-1-methylquinolonium p-toluenesulfonate